2-(4-iodobenzyl)isoindoline-1,3-dione IC1=CC=C(CN2C(C3=CC=CC=C3C2=O)=O)C=C1